ClC1=C(C(=CC=C1)F)C1=NOC(=N1)CCl 3-(2-chloro-6-fluorophenyl)-5-(chloromethyl)-1,2,4-oxadiazole